CCCC1=C(C=CC(=C1)Cl)O n-propyl-p-chlorophenol